C1(CC(CCC1)C=O)C=O 1,3-cyclohexanedicarbaldehyde